6-(2-((2-methoxyethyl)amino)pyrimidin-5-yl)naphthalen-2-ol COCCNC1=NC=C(C=N1)C=1C=C2C=CC(=CC2=CC1)O